[18F]CCOCCOCCOC1=CC=C(C=C1)/C=C/C1=CC=C(NC)C=C1 4-[(E)-2-(4-{2-[2-(2-[18F]fluoroethoxy)ethoxy]ethoxy}phenyl)vinyl]-N-methylaniline